glycerol monononanoate C(CCCCCCCC)(=O)OCC(O)CO